C(#N)[C@@H](C[C@@H]1C(NCC1)=O)NC(=O)[C@@H]1[C@H]2C([C@H]2CN1C([C@H](C(C)(C)C)NC(C(F)(F)F)=O)=O)(C)C (1R,2S,5S)-N-((R)-1-cyano-2-((R)-2-oxopyrrolidin-3-yl)ethyl)-3-((S)-3,3-dimethyl-2-(2,2,2-trifluoroacetamido)butyryl)-6,6-dimethyl-3-azabicyclo[3.1.0]hexane-2-carboxamide